5-bromo-2-[1-(trifluoromethyl)cyclopropyl]pyrimidine BrC=1C=NC(=NC1)C1(CC1)C(F)(F)F